(4-(1-(2-fluoropropyl)piperidin-4-yl)phenyl)boronic acid FC(CN1CCC(CC1)C1=CC=C(C=C1)B(O)O)C